C1(CC1)CS(=O)(=O)NC1=C(C=C(C=C1)C1=C2C(=NC(=C1)NC(=O)C1CC1)NC=C2)F N-(4-(4-((cyclopropylmethyl)sulfonamido)-3-fluorophenyl)-1H-pyrrolo[2,3-b]pyridin-6-yl)cyclopropylcarboxamide